methyl 1-(4-(2-cyanopropan-2-yl)benzyl)-5-(methoxymethyl)-1H-pyrazole-4-carboxylate C(#N)C(C)(C)C1=CC=C(CN2N=CC(=C2COC)C(=O)OC)C=C1